[1-[9-ethyl-6-(2-methylbenzoyl) carbazol-3-yl] ethylideneamino] acetate C(C)(=O)ON=C(C)C=1C=CC=2N(C3=CC=C(C=C3C2C1)C(C1=C(C=CC=C1)C)=O)CC